2-methylpropan-2-yl ({4-[6-chloro-2-chloro-8-fluoro-4-(6-hydroxy-6-methyl-1,4-oxazepan-4-yl)quinazolin-7-yl]-3-cyanobenzo[b]thiophen-2-yl}amino)methanoate ClC=1C=C2C(=NC(=NC2=C(C1C1=CC=CC=2SC(=C(C21)C#N)NC(=O)OC(C)(C)C)F)Cl)N2CCOCC(C2)(C)O